FC(C=1C=C(C=C(C1)C(F)(F)F)NC=1N=CC2=C(N1)N(C=C2C2=CC=C(C=C2)CN2CCN(CC2)C)C2CCC(CC2)O)(F)F 4-(2-((3,5-bis(trifluoromethyl)phenyl)amino)-5-(4-((4-methylpiperazin-1-yl)methyl)phenyl)-7H-pyrrolo[2,3-d]pyrimidin-7-yl)cyclohexan-1-ol